COC(=O)C=1C(N(N=C(C1)C1=CC=C(C=C1)N1CCOCC1)C1=CC(=CC=C1)F)=O 2-(3-fluorophenyl)-6-[4-(morpholin-4-yl)phenyl]-3-oxo-2,3-dihydropyridazine-4-carboxylic acid methyl ester